2-aminodibenzo[c,e]azepine NC1=CC=2C(=CNC=C3C2C=CC=C3)C=C1